(E)-1-(8-methoxy-2,2-dimethyl-2H-benzopyran-6-yl)-3-(4-(4-methylpiperazin-1-yl)phenyl)prop-2-en-1-one COC1=CC(=CC=2C=CC(OC21)(C)C)C(\C=C\C2=CC=C(C=C2)N2CCN(CC2)C)=O